Cl.C(C)(C)N1N=CC=2C1=NC(=NC2N)SC 1-isopropyl-6-(methylthio)-1H-pyrazolo[3,4-d]pyrimidin-4-amine hydrochloride